C(C)CC(CC(=O)[O-])=O.C(C)CC(CC(=O)[O-])=O.[Fe+2] iron bis(ethylacetoacetate)